(6-bromopyridin-3-yl)-N-(2-(pyridin-2-yl)ethyl)-1,2,4-oxadiazole-5-carboxamide BrC1=CC=C(C=N1)C1=NOC(=N1)C(=O)NCCC1=NC=CC=C1